3-Methoxypropyl-[(3-{2-chloro-4-fluoro-5-[3-methyl-2,6-dioxo-4-(trifluoromethyl)-3,6-dihydropyrimidin-1(2H)-yl]phenoxy}pyridin-2-yl)oxy]acetat COCCCOC(COC1=NC=CC=C1OC1=C(C=C(C(=C1)N1C(N(C(=CC1=O)C(F)(F)F)C)=O)F)Cl)=O